N-(6-((5-bromo-2-((4-(4-hydroxypiperidin-1-yl)-2-methoxy-5-(1-methyl-1H-pyrazol-4-yl)phenyl)amino)pyrimidin-4-yl)amino)quinoxalin-5-yl)methanesulfonamide BrC=1C(=NC(=NC1)NC1=C(C=C(C(=C1)C=1C=NN(C1)C)N1CCC(CC1)O)OC)NC=1C(=C2N=CC=NC2=CC1)NS(=O)(=O)C